O1CNCC1 Mono-Oxazolidin